(E)-4-((4-(3,5-Dimethoxyphenyl)phenoxy)methyl)-1-(4-methylphenyl)-1H-1,2,3-triazole COC=1C=C(C=C(C1)OC)C1=CC=C(OCC=2N=NN(C2)C2=CC=C(C=C2)C)C=C1